2-methacryloxydodecanol C(C(=C)C)(=O)OC(CO)CCCCCCCCCC